diethyl-2-(1-trifluoromethyl-ethyl)-2-methyl-succinic acid C(C)C(C(C(=O)O)(C)C(C)C(F)(F)F)(C(=O)O)CC